OCCC1=NC=C(C=N1)NC(O[C@H](C)[C@H](C)OC1=CC2=C(N=C(S2)C=2C=C(C=C3C=C(C=NC23)OC)Cl)C=C1F)=O (2R,3S)-3-((2-(6-chloro-3-methoxyquinolin-8-yl)-5-fluorobenzo[d]thiazol-6-yl)oxy)butan-2-yl (2-(2-hydroxyethyl)pyrimidin-5-yl)carbamate